(E)-N-hydroxy-4-(3-(3-(((2-(4-(1-methyl-1H-pyrazol-4-yl)phenyl)cyclopropyl)amino)methyl)azetidin-1-yl)-3-oxoprop-1-en-1-yl)benzamide TFA salt OC(=O)C(F)(F)F.ONC(C1=CC=C(C=C1)\C=C\C(=O)N1CC(C1)CNC1C(C1)C1=CC=C(C=C1)C=1C=NN(C1)C)=O